tert-butyl (4R)-4-[4-(2,3-dichloro-6-methoxyphenyl)-2-(hydroxymethyl)piperidine-1-carbonyl]-2,2-dimethyl-1,3-oxazolidine-3-carboxylate ClC1=C(C(=CC=C1Cl)OC)C1CC(N(CC1)C(=O)[C@@H]1N(C(OC1)(C)C)C(=O)OC(C)(C)C)CO